N6-(5-ethyl-5-(methylamino)-6,7-dihydro-5H-cyclopenta[c]pyridin-3-yl)-3-(1-methyl-1H-1,2,3-triazol-5-yl)-2,7-naphthyridine-1,6-diamine C(C)C1(CCC=2C=NC(=CC21)NC=2C=C1C=C(N=C(C1=CN2)N)C2=CN=NN2C)NC